4-((2-(3-methylisoxazol-5-yl)ethyl)amino)-4-oxobutanoic acid allyl ester C(C=C)OC(CCC(=O)NCCC1=CC(=NO1)C)=O